6-chloro-5-(naphthalen-2-ylmethoxy)-1H-indole ClC1=C(C=C2C=CNC2=C1)OCC1=CC2=CC=CC=C2C=C1